Benzimidazole-6-sulfonylurea N1=CNC2=C1C=C(C=C2)S(=O)(=O)NC(=O)N